C1C(=COO1)CO 3-dioxolane-4-methanol